5-(2-amino-5-chlorophenyl)-4-chloropyridazin-3(2H)-one NC1=C(C=C(C=C1)Cl)C1=C(C(NN=C1)=O)Cl